NC1CC2(CC(C2)CNC=2C(=NC(=CC2)N2CC(OC(C2)C)C)C)C1 N-((6-aminospiro[3.3]heptan-2-yl)methyl)-6-(2,6-dimethylmorpholino)-2-methylpyridin-3-amine